2-(azetidin-3-oxy)-5-ethynylpyridine Hydrochloride Cl.N1CC(C1)OC1=NC=C(C=C1)C#C